C1(CCC1)C1=NC(=C2N1CCN(C2)C(=O)NC)I 3-cyclobutyl-1-iodo-N-methyl-5,6-dihydroimidazo[1,5-a]pyrazine-7(8H)carboxamide